Perfluoropentanone FC(C(C(C(C(F)(F)F)(F)F)(F)F)=O)(F)F